O1C(=CC=C1)C(=O)OCCOCCO diethylenglycol furanoat